C(=CC1=CC=CC=C1)C=1C(=C(C2=C(N=C(N2)C=CC2=CC=CC=C2)C1)C=CC1=CC=CC=C1)C=CC1=CC=CC=C1 tetrastyryl-benzimidazole